(E)-3-(dimethylamino)-1-(4-chlorophenyl)-2-propen-1-one CN(/C=C/C(=O)C1=CC=C(C=C1)Cl)C